NC1(CC1)CNC1=NC(=C2C(=N1)N(N=C2)C)NC2=CC(=C(C=C2)Cl)OC 6-N-[(1-aminocyclopropyl)methyl]-4-N-(4-chloro-3-methoxyphenyl)-1-methylpyrazolo[3,4-d]pyrimidine-4,6-diamine